CN1C=C(C2=CC=CC=C12)C=C1C(N(/C(/S1)=N/C1=CC=C(C=C1)S(=O)(=O)N)C1=CC=CC=C1)=O 4-(((2Z)-5-((1-methyl-1H-indol-3-yl)methylene)-4-oxo-3-phenylthiazolidin-2-ylidene)amino)benzenesulphonamide